COC1=NC=C(C=N1)N1CCN(CC1)C(=O)OC(C)(C)C tert-butyl 4-(2-methoxypyrimidin-5-yl)piperazine-1-carboxylate